nickel heptanesulfonate C(CCCCCC)S(=O)(=O)[O-].[Ni+2].C(CCCCCC)S(=O)(=O)[O-]